C(C)[N+]1(CCCC1)CCCO 1-ethyl-1-(3-hydroxypropyl)pyrrolidine-1-ium